OC=1C=C(C=NC1)C(C)=O 1-(5-hydroxypyridin-3-yl)ethan-1-one